tert-butyl (R)-3-((3-((3-(dimethylamino)pyrrolidin-1-yl)methyl)-5-(trifluoromethyl)phenyl)carbamoyl)-4,7-dihydrothieno[2,3-c]pyridine-6(5H)-carboxylate CN([C@H]1CN(CC1)CC=1C=C(C=C(C1)C(F)(F)F)NC(=O)C1=CSC=2CN(CCC21)C(=O)OC(C)(C)C)C